P(=O)(OC1=CC=CC=C1)([O-])F.[Na+] sodium phenyl fluorophosphate